C(C)(C)(C)OC(=O)N1[C@H](C[C@@H](C1)CC1=CC(=C(C=C1)F)Cl)C(N[C@H](C(=O)NCC=1C(=NC(=CC1)N)C)C)=O (2R,4S)-2-(((S)-1-(((6-amino-2-methylpyridin-3-yl)methyl)amino)-1-oxopropan-2-yl)carbamoyl)-4-(3-chloro-4-fluorobenzyl)pyrrolidine-1-carboxylic acid tert-butyl ester